5,6-dihydro-2H-pyran O1CC=CCC1